2,2'-ethylidenebis(4-t-octyl-6-t-butylphenol) C(C)(C1=C(C(=CC(=C1)C(C)(C)CC(C)(C)C)C(C)(C)C)O)C1=C(C(=CC(=C1)C(C)(C)CC(C)(C)C)C(C)(C)C)O